1-((2-bromo-3-(methoxymethoxy)-6-(methylthio)pyridin-4-yl)oxy)cyclopropane-1-carboxylic acid methyl ester COC(=O)C1(CC1)OC1=C(C(=NC(=C1)SC)Br)OCOC